COC(=O)C1=CC2=C(N(C(=N2)C=2N(C3=CC(=CC=C3C2)C=2C(=NC=CC2)NC(=O)OC(C)(C)C)CCCCCCC(=O)OC(C)(C)C)C)C(=C1)OC 2-(1-(7-(tert-butoxy)-7-oxoheptyl)-6-(2-((tert-butoxycarbonyl)amino)pyridin-3-yl)-1H-indol-2-yl)-7-methoxy-1-methyl-1H-benzo[d]Imidazole-5-carboxylic acid methyl ester